(R)-2-(2,3-dihydroxypropyl)-8-(2-fluoro-4-iodophenylamino)-2,6-naphthyridin-1(2H)-one O[C@H](CN1C(C2=C(C=NC=C2C=C1)NC1=C(C=C(C=C1)I)F)=O)CO